4-(methoxymethoxy)benzofuran-2-carboxylic acid COCOC1=CC=CC2=C1C=C(O2)C(=O)O